5-[(3-Chloro-4-methoxy-benzoyl)amino]-2-[(4-methoxyphenyl)methyl]pyrazole-3-carboxylic acid ClC=1C=C(C(=O)NC=2C=C(N(N2)CC2=CC=C(C=C2)OC)C(=O)O)C=CC1OC